1-(2-Chloro-1-methyl-1H-indol-3-yl)-3-phenylprop-2-yn-1-one ClC=1N(C2=CC=CC=C2C1C(C#CC1=CC=CC=C1)=O)C